O1[C@H](COC1)CN1N=C2C3=C(C[C@@H](C2=C1)C)OC(=C3C(F)(F)F)C(=O)NC[C@H]3OCCC3 (4S)-2-{[(2S)-1,4-Dioxolan-2-yl]methyl}-4-methyl-N-{[(2S)-oxolan-2-yl]methyl}-8-(trifluoromethyl)-4,5-dihydro-2H-furo[2,3-g]indazole-7-carboxamide